octanoic acid-d C(CCCCCCC)(=O)O[2H]